1,4-dibromobutan-2-ol BrCC(CCBr)O